C[SH2](=O)C dimethyl-λ6-sulfanon